(S,E)-1-amino-2-(1-(2-cyano-4-methylpent-2-enoyl)piperidin-2-yl)-4-(4-((4-ethylpyridin-2-yl)carbamoyl)phenyl)-1H-imidazole-5-carboxamide NN1C(=NC(=C1C(=O)N)C1=CC=C(C=C1)C(NC1=NC=CC(=C1)CC)=O)[C@H]1N(CCCC1)C(\C(=C\C(C)C)\C#N)=O